C(C)(C)[N+](=CCC\C=C/CC)[O-] (4Z)-N-isopropylhept-4-en-1-imine oxide